7-(6-((1S,6R,7R)-7-(aminomethyl)-7-(2-fluorophenyl)-3-azabicyclo[4.1.0]heptan-3-yl)-1H-pyrazolo[3,4-b]pyrazin-3-yl)-3,4-dihydroisoquinolin-1(2H)-one NC[C@@]1([C@@H]2CCN(C[C@H]12)C1=CN=C2C(=N1)NN=C2C2=CC=C1CCNC(C1=C2)=O)C2=C(C=CC=C2)F